BrC1=NN2C(CN(CC2)C(=O)OC(C)(C)C)=C1[N+](=O)[O-] tert-butyl 2-bromo-3-nitro-6,7-dihydropyrazolo[1,5-a]pyrazine-5(4H)-carboxylate